NCC1=CC=C(C=C1)CSC1=C(C(=NN1C(=O)C=1SC=CC1)C1CN(CC1=O)S(=O)(=O)N1CC(CC1)O)C#N 5-({[4-(aminomethyl)phenyl]methyl}sulfanyl)-3-{1-[(3-hydroxypyrrolidin-1-yl)sulfonyl]-4-oxopyrrolidin-3-yl}-1-(thiophene-2-carbonyl)-1H-pyrazole-4-carbonitrile